7-methyl-9-(4-phenoxyphenyl)-3,4-dihydropyrazino[2,1-c][1,2,4]thiadiazine 2,2-dioxide CC=1N=C(C2=NS(CCN2C1)(=O)=O)C1=CC=C(C=C1)OC1=CC=CC=C1